tri-ethyl-amine, sodium salt [Na].C(C)N(CC)CC